(3R)-3-(2-ethoxy-2-oxoethoxy)piperidine-1-carboxylic acid tert-butyl ester C(C)(C)(C)OC(=O)N1C[C@@H](CCC1)OCC(=O)OCC